C(C)(C)(C)N(C(O)=O)C\C=C\CN1C(=NC2=C1C(=CC(=C2)C(N)=O)C)NC(=O)C2=CC(=NN2CC)C.C(C=C)OC=2C=C(N)C=CC2 3-(Allyloxy)aniline tert-butyl-(E)-(4-(5-carbamoyl-2-(1-ethyl-3-methyl-1H-pyrazole-5-carboxamido)-7-methyl-1H-benzo[d]imidazol-1-yl)but-2-en-1-yl)carbamate